C(CCCCCCCC)N(CCC(C(=O)N1CC(CCC1)CCN(CCCCCCCCC)CCCCCCCCC)NCCCCCCCCC)CCCCCCCCC (2-(dinonylamino)ethyl)(nonylamino)-1-(3-(2-(dinonylamino)ethyl)piperidin-1-yl)ethan-1-one